FC1=CC(=C(C=C1)C=1C(C(=CN(C1)C)C(=O)N)=O)C 5-(4-fluoro-2-methylphenyl)-1-methyl-4-oxopyridine-3-carboxamide